FC1=CC=C(C=C1)NC(C(C)C12CC(C1)(C2)NC2=NC=CN=C2C(F)(F)F)=O N-(4-fluorophenyl)-2-(3-{[3-(trifluoromethyl)pyrazin-2-yl]amino}bicyclo[1.1.1]pentan-1-yl)propanamide